(2-amino-2-oxo-1-phenylethyl)-4-(2-((4-morpholinophenyl)amino)pyrimidin-4-yl)benzamide NC(C(C1=CC=CC=C1)C1=C(C(=O)N)C=CC(=C1)C1=NC(=NC=C1)NC1=CC=C(C=C1)N1CCOCC1)=O